2-chloroquinoline-6-carbaldehyde ClC1=NC2=CC=C(C=C2C=C1)C=O